butyl sulfanilate S(=O)(C1=CC=C(C=C1)N)(=O)OCCCC